1-peryleneformaldehyde C1(=CC=C2C=CC=C3C4=CC=CC5=CC=CC(C1=C23)=C45)C=O